COC1=CC(=NC=C1)C=O 4-methoxypyridineFormaldehyde